N[C@@H]1C2=CC(=CC=C2CC12CCN(CC2)C=2N=CC(=NC2)SC=2C(=C1C(NC=NC1=CC2)=O)Cl)OC (S)-6-((5-(1-amino-6-methoxy-1,3-dihydrospiro[indene-2,4'-piperidin]-1'-yl)pyrazin-2-yl)thio)-5-chloroquinazolin-4(3H)-one